(2S)-methyl 2-(4-cyclopentylpyrrolidine-2-carboxamido)-3-((S)-2-oxopiperidin-3-yl)propanoate C1(CCCC1)C1CC(NC1)C(=O)N[C@H](C(=O)OC)C[C@H]1C(NCCC1)=O